(R)-1-((7-cyano-2-(3'-(3-(((S)-1-hydroxybut-2-ylamino)methyl)-1,7-naphthyridin-8-ylamino)-2,2'-dimethylbiphenyl-3-yl)benzo[d]oxazol-5-yl)methyl)-3-methylpyrrolidine-3-carboxylic acid C(#N)C1=CC(=CC=2N=C(OC21)C=2C(=C(C=CC2)C2=C(C(=CC=C2)NC=2N=CC=C1C=C(C=NC21)CN[C@H](CO)CC)C)C)CN2C[C@@](CC2)(C(=O)O)C